BrC1CC(C1)(F)F 3-Bromo-1,1-difluorocyclobutane